1-acetylcyclopropane-1-carboxylic acid methyl ester COC(=O)C1(CC1)C(C)=O